C(C)(=O)OC[C@@H](COC1=CC=C(C=C1)C(C)(C)C1=CC(=C(C(=C1)Cl)OC[C@H](CCl)O)Cl)OC(C)=O (R)-3-(4-(2-(3,5-dichloro-4-((R)-3-chloro-2-hydroxypropoxy)phenyl)propan-2-yl)phenoxy)propane-1,2-diyl diacetate